(R)-2-methyl-N-((R)-8-(1-methyl-6-oxo-5-(pyrazolo[1,5-a]pyridin-5-ylthio)-1,6-dihydropyrimidin-2-yl)-8-azaspiro[4.5]decan-1-yl)propane-2-sulfinamide CC(C)(C)[S@@](=O)N[C@@H]1CCCC12CCN(CC2)C=2N(C(C(=CN2)SC2=CC=1N(C=C2)N=CC1)=O)C